2-PHENOXYMETHYL-PYRROLIDINE O(C1=CC=CC=C1)CC1NCCC1